6-({1-[(2S)-2-amino-3-{[2-(dimethylamino)-2-oxoethyl]amino}-2-methyl-3-oxopropyl]azetidin-3-yl}oxy)-3-[(1R,2S)-2-boranopropyl]-2-hydroxybenzoic acid N[C@@](CN1CC(C1)OC1=CC=C(C(=C1C(=O)O)O)[C@@]1(C)CB1)(C(=O)NCC(=O)N(C)C)C